C(OC=1C(=NC=CC1OC)C(N[C@@H](C)C1=NC(=NO1)C1=CC=C(C=C1)C1=CC=CC=C1)=O)(OCC)=O (S)-2-((1-(3-([1,1'-biphenyl]-4-yl)-1,2,4-oxadiazol-5-yl)ethyl)carbamoyl)-4-methoxypyridin-3-yl ethyl carbonate